COC([C@@H](CC=1C=C2C=NNC2=C(C1)C)N)=O (R)-2-amino-3-(7-methyl-1H-indazol-5-yl)propionic acid methyl ester